tert-butyl N-[[4-[3-[4-(3-chlorophenyl) piperazin-1-yl]-3-oxo-propyl]-2,5-dioxo-imidazolidin-4-yl]methyl]carbamate ClC=1C=C(C=CC1)N1CCN(CC1)C(CCC1(NC(NC1=O)=O)CNC(OC(C)(C)C)=O)=O